CC1(C(C(C(=O)O)=C(C=C1)C=CCCCCC(C)C)O)Cl.ClC1=CC(=C(C=C1)NC(CSC1=CC=C(C=C1)N1C(=NC2=CC=CC(=C2C1=O)OC)C)=O)F N-(4-chloro-2-fluorophenyl)-2-((4-(5-methoxy-2-methyl-4-oxoquinazolin-3(4H)-yl)phenyl)thio)acetamide 3,7-dimethyl-6-octenyl-2-hydroxy-3-chlorobenzoate